3-(2-(4-(4-carboxyphenyl)piperazin-1-yl)-2-oxoethyl)-5-chloro-1H-indole-2-carboxylic acid C(=O)(O)C1=CC=C(C=C1)N1CCN(CC1)C(CC1=C(NC2=CC=C(C=C12)Cl)C(=O)O)=O